O=C1NC(CCC1N1CC2=C(C=C(C=C2C1=O)OC(N(C1=CC(=C(C(=C1)F)F)Cl)C)=O)F)=O (2-(2,6-dioxopiperidin-3-yl)-7-fluoro-3-oxoisoindolin-5-yl)methyl(3-chloro-4,5-difluorophenyl)carbamate